Cl.FC=1C=C(C=CC1F)N1C(CC(CC12CCNCC2)O)=O 1-(3,4-difluorophenyl)-4-hydroxy-1,9-diazaspiro[5.5]undecan-2-one, hydrochloride salt